(3R)-1-(6-Chloro-2-{[(2R,7aS)-2-fluorotetrahydro-1H-pyrrolizin-7a(5H)-yl]methoxy}pyrimidin-4-yl)-3-methylpiperidin-3-ol formate C(=O)O[C@]1(CN(CCC1)C1=NC(=NC(=C1)Cl)OC[C@]12CCCN2C[C@@H](C1)F)C